ClC1=CC(=C(C=C1)C1N(CCCC1)C1=C(C=CC=C1)CS(=O)C1=CC=C(C=C1)C)F (4-chloro-2-fluorophenyl)-1-(2-((p-tolylsulfinyl)methyl)phenyl)piperidine